FC1(CN(CC[C@@H]1N1C(N(C=2C=NC=3C=CC(=CC3C21)C=2C=NC(=CC2)OC)C)=O)C)F (S)-1-(3,3-difluoro-1-methylpiperidin-4-yl)-8-(6-methoxypyridin-3-yl)-3-methyl-1,3-dihydro-2H-imidazo[4,5-c]quinolin-2-one